2-((1H-benzo[d]imidazol-2-yl)(5-chloro-2-hydroxyphenyl)methyl)-6-(4-aminophenyl)isoindolin-1-one N1C(=NC2=C1C=CC=C2)C(N2C(C1=CC(=CC=C1C2)C2=CC=C(C=C2)N)=O)C2=C(C=CC(=C2)Cl)O